OC1=C(OC=C(C1=O)O)C 3,5-Dihydroxy-2-methylpyran-4-one